2-[4-(tert-Butoxycarbonylamino)-4-piperidinyl]acetic acid tert-butyl ester C(C)(C)(C)OC(CC1(CCNCC1)NC(=O)OC(C)(C)C)=O